CC(C(=O)OC(C(C(F)(F)F)(C(F)(F)F)OC(C(=C)C)=O)(C(F)(F)F)C(F)(F)F)=C [3,3,3-trifluoro-2-(2-methylprop-2-enoyloxy)-1,1,2-tris(trifluoromethyl)propyl] 2-methylprop-2-enoate